cyclopenta-1,3-diene-1,2,3,4,5-pentacarbonitrile C1(=C(C(=C(C1C#N)C#N)C#N)C#N)C#N